BrC1=C(C=CC=C1)NC(C)=O N-(2-bromophenyl)acetamide